tert-butyl (R)-(1-(3-(N-(4-(7-morpholinothiazolo[5,4-d]pyrimidin-2-yl)phenyl)sulfamoyl)benzyl)piperidin-3-yl)carbamate O1CCN(CC1)C=1C2=C(N=CN1)SC(=N2)C2=CC=C(C=C2)NS(=O)(=O)C=2C=C(CN1C[C@@H](CCC1)NC(OC(C)(C)C)=O)C=CC2